(E)-4-styrylpiperidine hydrochloride Cl.C(=C\C1=CC=CC=C1)/C1CCNCC1